C1(=C(C(C(CCCC1)[2H])([2H])[2H])[2H])[2H] cyclooctene-d5